O=C1N(CC2=C(C=CC=C12)NCCOCCOCCOCCOCC1=CC=CC=C1)C1C(NC(CC1)=O)=O 3-(1-Oxo-4-((1-phenyl-2,5,8,11-tetraoxatridecan-13-yl)amino)isoindolin-2-yl)piperidine-2,6-dione